6-((1-(4-(difluoromethyl)phenyl)-4-methyl-1H-pyrazol-5-yl)methoxy)nicotinic acid FC(C1=CC=C(C=C1)N1N=CC(=C1COC1=NC=C(C(=O)O)C=C1)C)F